FC(C(=O)N1CC(C1)(N1N=C(C=2C1=NC=CC2)C2=CC=C(C=C2)C(F)(F)F)CC#N)=C 2-(1-(2-fluoroacryloyl)-3-(3-(4-(trifluoromethyl)phenyl)-1H-pyrazolo[3,4-b]pyridin-1-yl)-azetidin-3-yl)acetonitrile